6-(5-fluorobenzo[d]thiazol-7-yl)-2-(1-(trifluoromethyl)cyclopropane-1-carbonyl)-2,6-diazaspiro[3.4]octane-8-carboxamide FC=1C=C(C2=C(N=CS2)C1)N1CC2(CN(C2)C(=O)C2(CC2)C(F)(F)F)C(C1)C(=O)N